[C@H](C)(CC)NC=1C2=C(N=C(N1)NC1=C(C=C(C=C1)S(=O)(=O)N1CCOCC1)OC)NC=C2 (S)-N4-(sec-butyl)-N2-(2-methoxy-4-(morpholinosulfonyl)phenyl)-7H-pyrrolo[2,3-d]pyrimidine-2,4-diamine